perfluorononyl bromide FC(C(C(C(C(C(C(C(C(F)(F)F)(F)F)(F)F)(F)F)(F)F)(F)F)(F)F)(F)F)(F)Br